5-(3-(3-isopropyl-2,4-dioxo-1,2,3,4-tetrahydroquinazolin-7-yl)benzoylamino)-N-methylpyridinecarboxamide C(C)(C)N1C(NC2=CC(=CC=C2C1=O)C=1C=C(C(=O)NC=2C=CC(=NC2)C(=O)NC)C=CC1)=O